C1[C@@H](C(=O)N1[C@H](C2=CC=C(C=C2)O)C(=O)[O-])NC(=O)/C(=N\\O)/C3=CC=C(C=C3)OCC[C@@H](C(=O)[O-])[NH3+] The molecule is conjugate base of isonocardicin A zwitterion where both carboxy groups are deprotonated while the homoserine amino group is protonated. It is a conjugate base of an isonocardicin A zwitterion. It is a conjugate acid of an isonocardicin A(2-).